(S)-3-((3-chloro-2-methoxyphenyl)amino)-2-(3-(2-(pyridin-2-yl)propoxy)pyridin-4-yl)-1,5,6,7-tetrahydro-4H-pyrrolo[3,2-c]pyridin-4-one ClC=1C(=C(C=CC1)NC1=C(NC2=C1C(NCC2)=O)C2=C(C=NC=C2)OC[C@@H](C)C2=NC=CC=C2)OC